2-(3-benzyl-2-methyl-pyrrolidin-1-yl)-6-(3-fluoro-5-isobutoxy-phenyl)pyridine-3-carboxamide C(C1=CC=CC=C1)C1C(N(CC1)C1=NC(=CC=C1C(=O)N)C1=CC(=CC(=C1)OCC(C)C)F)C